(1-(2,5-difluorophenyl)-2-methoxyethyl)-1-(tetrahydro-2H-pyran-2-yl)-1H-pyrazolo[3,4-c]pyridine FC1=C(C=C(C=C1)F)C(COC)C1=NN(C2=CN=CC=C21)C2OCCCC2